NCCOCCOCCC(=O)NC1=C(C(=O)NC=2N=NC(=CC2)OC)C=CC(=C1)N(C)C 2-(3-(2-(2-aminoethoxy)ethoxy)propionylamino)-4-(dimethylamino)-N-(6-methoxypyridazin-3-yl)benzamide